(E)-4-octene CCC\C=C\CCC